ClC=1C=C2C=C(NC2=CC1)CNC(N(C)C1CN(CCC1)C(C1=C(C=C(C=C1)O)F)=O)=O 3-[(5-chloro-1H-indol-2-yl)methyl]-1-[1-(2-fluoro-4-hydroxybenzoyl)piperidin-3-yl]-1-methylurea